C(C)(C)(C)C1=NOC(=N1)C(=O)N[C@H](C)C1=C(C=C(C=C1)C1=CC(=NC=N1)NC1=CC=C(C(=N1)F)N1CCN(CC1)C(=O)OC(C)(C)C)C tert-butyl (R)-4-(6-((6-(4-(1-(3-(tert-butyl)-1,2,4-oxadiazole-5-carboxamido)ethyl)-3-methylphenyl)pyrimidin-4-yl)amino)-2-fluoropyridin-3-yl)piperazine-1-carboxylate